4-bromo-1-((1-((tert-butoxycarbonyl)amino)cyclobutyl)methyl)-1H-pyrrole-2-carboxylic acid methyl ester COC(=O)C=1N(C=C(C1)Br)CC1(CCC1)NC(=O)OC(C)(C)C